S1CN=CC=C1 2H-1,3-thiazin